N,N-dimethyl-N-hexadecyl-ammonium bromide [Br-].C[NH+](CCCCCCCCCCCCCCCC)C